COC1=CC=C(C(C2=CC=C(C=C2)OC)(C2=CC=CC=C2)OCCCCC(=O)O)C=C1 5-(4,4'-dimethoxytrityloxy)pentanoic acid